FC=1C(=C(C=CC1F)[C@H]1[C@@H](O[C@]([C@H]1C)(C(F)(F)F)C)C(=O)NC=1C=CC(=NC1)NNC(=O)OC(C)(C)C)OC tert-butyl 2-(5-((2R,3S,4S,5R)-3-(3,4-difluoro-2-methoxyphenyl)-4,5-dimethyl-5-(trifluoromethyl)tetrahydrofuran-2-carboxamido)pyridin-2-yl)hydrazine-1-carboxylate